[O-2].[Cr+3].[Mn+2] manganese chromium oxide